(4-(2-chloro-3-fluorophenyl)piperidin-1-yl)(5-(methylsulfonyl)-4,5,6,7-tetrahydro-1H-pyrazolo[4,3-c]pyridin-3-yl)methanone ClC1=C(C=CC=C1F)C1CCN(CC1)C(=O)C1=NNC2=C1CN(CC2)S(=O)(=O)C